O1-benzyl O2-methyl (2S,4S)-4-aminopyrrolidine-1,2-dicarboxylate N[C@H]1C[C@H](N(C1)C(=O)OCC1=CC=CC=C1)C(=O)OC